COC(C(=O)C1=NC=CC(=C1)NC(=O)OC(C)(C)C)=O.OC(C(C)(C1CCCCC1)C1CCCCC1)O Dihydroxydicyclohexyl-propane methyl-2-(4-((tert-butoxycarbonyl)amino)pyridin-2-yl)-2-oxoacetate